CC1(CCC=2C(=NNC2C1)C(=O)OCC)C ethyl 6,6-dimethyl-4,5,6,7-tetrahydro-1H-indazole-3-carboxylate